(R)-N-(3-(1-((2-Amino-5-chloropyridin-3-yl)oxy)ethyl)phenyl)-3-(cyclopropylsulfonyl)benzamid NC1=NC=C(C=C1O[C@H](C)C=1C=C(C=CC1)NC(C1=CC(=CC=C1)S(=O)(=O)C1CC1)=O)Cl